IC=1C=C(N)C=CC1I 3,4-diiodoaniline